ClC1=C(C=CC(=C1)NC=1C2=C(N=CN1)C=CC=N2)C2(CC2)C#N 1-[2-chloro-4-(pyrido[3,2-d]pyrimidin-4-ylamino)phenyl]cyclopropanecarbonitrile